3-[1-methyl-6-[(1S,5R)-3-(methylamino)-8-azabicyclo[3.2.1]octan-8-yl]indazol-3-yl]piperidine-2,6-dione hydrochloride Cl.CN1N=C(C2=CC=C(C=C12)N1[C@@H]2CC(C[C@H]1CC2)NC)C2C(NC(CC2)=O)=O